ClC=1C=C2N=C(C(=NC2=CC1)C(=O)O)C(=O)O 6-chloroquinoxaline-2,3-dicarboxylic acid